N1(C=CC=2C1=NC=CC2)C(CNS(=O)(=O)C)CO[C@@H]2CC[C@@H](CC2)C2=CC=CC=C2 N-(2-{1H-pyrrolo[2,3-b]pyridin-1-yl}-3-{[(CIS)-4-phenylcyclohexyl]oxy}propyl)methane-sulfonamide